1-(4-chlorobenzyl)-3,3-dimethyl-2-oxo-cyclopentanecarboxylic acid methyl ester COC(=O)C1(C(C(CC1)(C)C)=O)CC1=CC=C(C=C1)Cl